COC1=CC=C2C=NN(C2=C1NS(=O)(=O)C=1C=NC(=CC1)C1=NC(=NO1)C)C N-(6-methoxy-1-methylindazol-7-yl)-6-(3-methyl-1,2,4-oxadiazol-5-yl)pyridine-3-sulfonamide